CC1NCCC1 2-methyl-pyrrolidin